(R)-(-)-(3,5-dioxa-4-phosphino-cyclohepta[2,1-a:3,4-a']dinaphthalen-4-yl)dimethylamine PC1(OC2=C(C=3C=CC=CC3C=C2)C=2C(=CC=C3C=CC=CC23)O1)N(C)C